C1(=CC=CC=C1)OC(CCC)=O.[Na] sodium phenylbutyrate